(R)-N'-(8-fluoro-1,2,3,5,6,7-hexahydro-s-indacen-4-ylcarbamoyl)-4-(2-hydroxypropan-2-yl)thiophene-2-sulfonimidamide FC=1C=2CCCC2C(=C2CCCC12)NC(=O)N=[S@](=O)(N)C=1SC=C(C1)C(C)(C)O